(7S)-3-[(3-chloro-2-methoxyphenyl)amino]-2-(3-fluoropyridin-4-yl)-7-[2-(morpholin-4-yl)ethyl]-1H,5H,6H,7H-pyrrolo[3,2-c]pyridin-4-one ClC=1C(=C(C=CC1)NC1=C(NC2=C1C(NC[C@@H]2CCN2CCOCC2)=O)C2=C(C=NC=C2)F)OC